FC1=CC=C(C=NC2=C(C=CC=C2)O)C=C1 ((4-fluorobenzylidene)amino)phenol